NC=1C=C(C=CC1F)C(C)=O 1-(3-amino-4-fluoro-phenyl)ethanone